N1C=CC=2C1=NC=CC2N2N=C(C=C2)C=2C=C(OCC#N)C=CC2 {3-[1-(1H-pyrrolo[2,3-b]pyridin-4-yl)-1H-pyrazol-3-yl]-phenoxy}acetonitrile